4-(N,N-dimethylaminosulfonyl)-7-(N-hydrazinocarbonylmethyl-N-methyl)amino-2,1,3-benzoxadiazole CN(C)S(=O)(=O)C1=CC=C(C2=NON=C12)N(C)CC(=O)NN